FC(OC1=CC2=C(N=C(O2)C=2C(=C(C=CC2)C2=C(C(=CC=C2)C2=NC(=C(C=C2)CN2C[C@@H](CC2)C)OC)C)C)C=C1CN1[C@@H](CCC1)C(=O)O)F ((6-(difluoromethoxy)-2-(3'-(6-methoxy-5-(((R)-3-methylpyrrolidin-1-yl)methyl)pyridin-2-yl)-2,2'-dimethyl-[1,1'-biphenyl]-3-yl)benzo[d]oxazol-5-yl)methyl)-L-proline